3-tridecylacrylic acid C(CCCCCCCCCCCC)C=CC(=O)O